Tert-butyl 5-ethoxy-3,6-dihydropyrazine-1(2H)-carboxylate C(C)OC1=NCCN(C1)C(=O)OC(C)(C)C